ClC1=CC=C(C=C1)CCCNC=1C2=C(N=C(N1)C(F)(F)F)SC(=C2)C N-(3-(4-chlorophenyl)propyl)-6-methyl-2-(trifluoromethyl)thieno[2,3-d]pyrimidin-4-amine